N,N-bis(2,3-dihydroxypropyl)-2,4,6-triiodoisophthalamide OC(CN(C(C1=C(C(C(=O)N)=C(C=C1I)I)I)=O)CC(CO)O)CO